methoxy-1H-benzo[d]imidazole-5-carboxamide CON1C=NC2=C1C=CC(=C2)C(=O)N